6-(5-(difluoromethoxy)-1-(tetrahydro-2H-pyran-2-yl)-1H-indazol-3-yl)-2-methyl-4-morpholinopyridazin-3(2H)-one FC(OC=1C=C2C(=NN(C2=CC1)C1OCCCC1)C=1C=C(C(N(N1)C)=O)N1CCOCC1)F